C(C)(C)(C)OC(=O)C=1C=CC=C2C=NCC12 isoindole-7(1H)-carboxylic acid tert-butyl ester